CN1N=C2C(N(C=3C=CC(=CC23)C(=O)OC)C2=CC=C(C=C2)C(F)(F)F)=C1 methyl 2-methyl-4-[4-(trifluoromethyl)phenyl]pyrazolo[4,3-b]indole-7-carboxylate